tert-butyl (1R,2R,3S,5S)-3-([5-[4-chloro-2-(methoxymethoxy)phenyl]-1,3,4-thiadiazol-2-yl](methyl)amino)-2-fluoro-8-azabicyclo[3.2.1]octane-8-carboxylate ClC1=CC(=C(C=C1)C1=NN=C(S1)N([C@@H]1[C@@H]([C@H]2CC[C@@H](C1)N2C(=O)OC(C)(C)C)F)C)OCOC